2-ethyl-1,4-dibromobenzene C(C)C1=C(C=CC(=C1)Br)Br